2-(2-((3R,4R)-3-amino-4-fluoropiperidin-1-yl)-6-fluoro-1H-benzo[d]imidazol-1-yl)-N-ethyl-N-(2-methoxyethyl)acetamide N[C@@H]1CN(CC[C@H]1F)C1=NC2=C(N1CC(=O)N(CCOC)CC)C=C(C=C2)F